ClC1=C(CN2CCC(CC2)(O)CN2C=NC3=C(C2=O)C=NN3C3=CC=C(C=C3)F)C=CC=C1 5-((1-(2-chlorobenzyl)-4-hydroxypiperidin-4-yl)methyl)-1-(4-fluorophenyl)-1,5-dihydro-4H-pyrazolo[3,4-d]pyrimidin-4-one